C(C)(C)(C)OC(=O)N1CCN(CC1)C1=C(C=C(C=C1)NC(C1=CC=C(C=C1)Br)=O)C(F)(F)F 4-[4-(4-bromo-benzoylamino)-2-trifluoromethyl-phenyl]-piperazine-1-carboxylic acid tert-butyl ester